C(N)(O[C@H]1[C@H](C2=C(C=CC=C2C1)Cl)O)=O (1S,2R)-7-chloro-1-hydroxy-2,3-dihydro-1H-inden-2-yl carbamate